CC1=NOC(=C1C1=CC=C2C=3N([C@H](COC31)C=3C(=NC=CC3)C(=O)NCC)C(N2)=O)C 3-[(4S)-7-(3,5-Dimethylisoxazol-4-yl)-2-oxo-1,2,4,5-tetrahydroimidazo[1,5,4-de][1,4]benzoxazin-4-yl]-N-ethylpyridine-2-carboxamide